1-(4-cyclopropyl-3-fluoro-2-methoxyphenyl)-N-(5-methyl-1-(1H-tetrazol-5-yl)azepan-3-yl)cyclopropane-1-carboxamide C1(CC1)C1=C(C(=C(C=C1)C1(CC1)C(=O)NC1CN(CCC(C1)C)C1=NN=NN1)OC)F